4-(1-Ethyl-6-nitro-1H-benzo[d]imidazol-2-yl)morpholine C(C)N1C(=NC2=C1C=C(C=C2)[N+](=O)[O-])N2CCOCC2